[Cl-].C[N+](CCCCCCCC)(CCCCCCCC)CCCCCCCC methyltri(1-octyl)ammonium chloride